C1(CC1)C1=NC=2C=3N([C@H]4C(C2C=C1OCCCOC)(CCC4(C)C)O)C=C(C(C3)=O)C(=O)O (7aR)-2-cyclopropyl-4b-hydroxy-3-(3-methoxypropoxy)-7,7-dimethyl-11-oxo-4b,5,6,7,7a,11-hexahydrocyclopenta[f]pyrido[1,2-h][1,7]naphthyridine-10-carboxylic acid